3-methyl-2-butenyl acetothioate C(C)(OCC=C(C)C)=S